NCCC amino-propane